(2S,3R,4R,5S)-N-(6-((S)-1,2-dihydroxyethyl)pyridin-3-yl)-3-(4-fluoro-2-methoxy-3-methylphenyl)-4,5-dimethyl-5-(trifluoromethyl)tetrahydrofuran-2-carboxamide O[C@H](CO)C1=CC=C(C=N1)NC(=O)[C@H]1O[C@@]([C@@H]([C@@H]1C1=C(C(=C(C=C1)F)C)OC)C)(C(F)(F)F)C